5-methyl-4-[7-(trifluoromethyl)-1,3-benzothiazol-4-yl]-1H-pyrazole-3-carbonitrile CC1=C(C(=NN1)C#N)C1=CC=C(C2=C1N=CS2)C(F)(F)F